N-(4-amino-5-(1,5-dimethyl-1H-pyrazol-3-yl)pyridin-2-yl)acetamide NC1=CC(=NC=C1C1=NN(C(=C1)C)C)NC(C)=O